ClC=1C=C2C(=CC(=NC2=CC1)N(CC(=O)NCC(=O)O)C)C1=CC=CC=C1 2-{2-[(6-chloro-4-phenylquinolin-2-yl)(methyl)amino]acetamido}acetic acid